FC1=CC2=C(C(OC2=O)=O)C=C1 5-fluoro-1,3-dihydro-2-benzofuran-1,3-dione